ClC1=C(C#N)C=C(C=C1)C(=O)N1CC=2C(=NN3C2C(N(C(C3)CO)C(C)C3=CC=C(C=C3)OC(F)F)=O)C[C@H]1C 2-Chloro-5-((3R)-9-(1-(4-(difluoromethoxy)phenyl)ethyl)-8-(hydroxymethyl)-3-methyl-10-oxo-1,2,3,4,7,8,9,10-octahydropyrido[4',3':3,4]pyrazolo[1,5-a]pyrazine-2-carbonyl)benzonitrile